7-Bromo-8-fluoro-3-methyl-3,4-dihydroquinolin-2(1H)-one BrC1=CC=C2CC(C(NC2=C1F)=O)C